3-((2-methyl-5-methylenenonan-4-yl)oxy)butyronitrile CC(C)CC(C(CCCC)=C)OC(CC#N)C